O(C1=C2C(=CC=C1)C2)C=2C=C(C=NC2)C2=CC(=C(C(=O)O)C=C2)O 4-(5-(Methanophenoxy)pyridin-3-yl)2-hydroxybenzoic acid